(S)-1-(bicyclo[1.1.1]pentan-1-ylmethyl)-3-methoxy-N-(6-(5-methyl-6,7-dihydro-5H-pyrrolo[2,1-c][1,2,4]triazol-3-yl)pyridin-2-yl)-1H-pyrazole-4-carboxamide C12(CC(C1)C2)CN2N=C(C(=C2)C(=O)NC2=NC(=CC=C2)C=2N1C(=NN2)CC[C@@H]1C)OC